[C@@H]1([C@H](CCCC1)O)O |r| rac-(1R,2S)-cyclohexane-1,2-diol